(5aS,6aR)-5a-(5-chloro-2-fluorophenyl)1-(3-((tetrahydro-2H-pyran-4-yl)amino)propyl)-5,5a,6,6a-tetrahydrocyclopropa[3,4]pyrrolo[1,2-c]imidazole-3(2H)-thione ClC=1C=CC(=C(C1)[C@]12[C@H](C=3N(C(NC3CCCNC3CCOCC3)=S)C1)C2)F